methyl (R)-2-((5-(3-chloro-4-hydroxy-2-methylphenyl)-6-(4-fluorophenyl) thieno[2,3-d]pyrimidin-4-yl) oxy)-3-(2-((2-(2-methoxyphenyl) pyrimidin-4-yl) methoxy) phenyl)-3-methylbutanoate ClC=1C(=C(C=CC1O)C1=C(SC=2N=CN=C(C21)O[C@@H](C(=O)OC)C(C)(C)C2=C(C=CC=C2)OCC2=NC(=NC=C2)C2=C(C=CC=C2)OC)C2=CC=C(C=C2)F)C